CC=1C=CC2=C(N=C(O2)N2C=NC=3C=NCCC32)C1 (5-methylbenzo[d]oxazol-2-yl)-6,7-dihydro-1H-imidazo[4,5-c]pyridin